METHYL-1,3-BENZOTHIAZOL-3-IUM CC=1SC2=C([NH+]1)C=CC=C2